ClC1=NC=C(C(=O)NOCC)C(=C1)NC1=C(C(=CC=C1)C1=NC=C(C=N1)F)OC 6-chloro-N-ethoxy-4-((3-(5-fluoropyrimidin-2-yl)-2-methoxyphenyl)amino)Nicotinamide